COC1=CC=CC=2N=C(SC21)N 7-methoxybenzo[d]thiazol-2-amine